(R)-(4-(7-chloropyrazolo[1,5-a]pyridin-2-yl)-6,7-dihydro-1H-imidazo[4,5-c]pyridin-5(4H)-yl)(5-(1-methyl-1H-pyrazol-3-yl)-1,3,4-oxadiazol-2-yl)methanone ClC1=CC=CC=2N1N=C(C2)[C@@H]2N(CCC1=C2N=CN1)C(=O)C=1OC(=NN1)C1=NN(C=C1)C